CSCC1=NN2C(OC(C3=C2C=CC=C3)=N)=C1 2-(methylthiomethyl)-5H-benzo[d]pyrazolo[5,1-b][1,3]oxazin-5-imine